Cl.COC=1C=C(N=NC1OC)C1=CC=C(C=C1)CN[C@@H]1C[C@@H](CC1)N(C=1C2=C(N=CN1)SC(=C2)CC(F)(F)F)C (1R,3S)-N3-{[4-(5,6-dimethoxypyridazin-3-yl)phenyl]methyl}-N1-methyl-N1-[6-(2,2,2-trifluoroethyl)thieno[2,3-d]pyrimidin-4-yl]cyclopentane-1,3-diamine hydrochloride